1-triisopropylsilylindole-6-sulfonyl chloride C(C)(C)[Si](N1C=CC2=CC=C(C=C12)S(=O)(=O)Cl)(C(C)C)C(C)C